C(CCCCCCCCCCCCCCCCC)(=O)[O-] Stearate